ClC1=C(C(=CC=C1)OC)CC(=O)NC(C(=O)O)CCN(CCCCC1=NC=2NCCCC2C=C1)CC(CF)OC 2-[[2-(2-chloro-6-methoxy-phenyl)acetyl]amino]-4-[[3-fluoro-2-methoxy-propyl]-[4-(5,6,7,8-tetrahydro-1,8-naphthyridin-2-yl)butyl]amino]butanoic acid